C(CCCCCCC\C=C/CCCCCCCC)NC(=O)OCC(CN(C)C)OC(=O)NCCCCCCCC\C=C/CCCCCCCC 1,2-dioleylaminoformyloxy-3-dimethylaminopropane